(R)-1-(4-((1-methyl-1H-indol-5-yl)carbamoyl)benzyl)-N-(3-((1,2,3,4-tetrahydroacridin-9-yl)amino)propyl)pyrrolidine-3-carboxamide CN1C=CC2=CC(=CC=C12)NC(=O)C1=CC=C(CN2C[C@@H](CC2)C(=O)NCCCNC=2C3=CC=CC=C3N=C3CCCCC23)C=C1